FC1=C(OP(=O)(OC2=CC=CC=C2)N[C@@H](C)C(=O)OC(C)C)C(=C(C(=C1F)F)F)F isopropyl ((perfluorophenoxy) (phenoxy) phosphoryl)-L-alaninate